ethyl 4-methoxy-3-methylthieno[3,2-c]pyridine-2-carboxylate COC1=NC=CC2=C1C(=C(S2)C(=O)OCC)C